(Z)-1-acetyl-2-((6-(morpholine-4-carbonyl)-4-phenylquinolin-2-yl)methylene)indolin-3-one C(C)(=O)N1\C(\C(C2=CC=CC=C12)=O)=C/C1=NC2=CC=C(C=C2C(=C1)C1=CC=CC=C1)C(=O)N1CCOCC1